C(C)(C)(C)OC(=O)N1CCC2(CC1)C(C1=C(C=CC=C1C2)C(F)(F)F)=O 1-oxo-7-(trifluoromethyl)-1,3-dihydrospiro[indene-2,4'-piperidine]-1'-carboxylic acid tert-butyl ester